(2,4,6-Trimethyl-2,3-dihydro-1H-inden-2-yl)methanol CC1(CC2=CC(=CC(=C2C1)C)C)CO